ClC(SN1C(C2CC=CCC2C1=O)=O)(Cl)Cl 3a,4,7,7a-tetrahydro-2-((trichloromethyl)thio)-1H-isoindole-1,3(2H)-dione